(E)-N-hydroxy-3-(2-(4-(1-(trifluoromethyl)cyclopropane-1-carbonyl)piperazin-1-yl)phenyl)acrylamide ONC(\C=C\C1=C(C=CC=C1)N1CCN(CC1)C(=O)C1(CC1)C(F)(F)F)=O